S1C=NC2=C1C(=CC=C2)[C@@H](C=2N=NN(C2)CC(F)(F)F)NC=2C=C1C(=C(C=NC1=C(C2)C#N)C#N)NCC(C)(C)C (S)-6-((benzo[d]thiazol-7-yl(1-(2,2,2-trifluoroethyl)-1H-1,2,3-triazol-4-yl)methyl)amino)-4-(neopentylamino)quinoline-3,8-dicarbonitrile